phenyl-propyl-malonic acid dibutyl ester C(CCC)OC(C(C(=O)OCCCC)(CCC)C1=CC=CC=C1)=O